NC1=NC(=CC=C1SSC=1C(=NC(=CC1)C1=C(C=CC=C1)F)N)C1=C(C=CC=C1)F 3-[[2-amino-6-(2-fluorophenyl)-3-pyridyl]disulfanyl]-6-(2-fluorophenyl)pyridin-2-amine